ClC=1C(=C(CNC(CN2C=C(C3=CC(=CC=C23)C(=O)O)C#N)=O)C=CC1)F (2-((3-chloro-2-fluorobenzyl)amino)-2-oxoethyl)-3-cyano-1H-indole-5-carboxylic acid